(1R,3S)-3-(3-{[(4-methoxyphenyl) acetyl]amino}-1H-pyrazol-5-yl)cyclopentyl [(2ξ)-2-(hydroxymethyl) butyl]carbamate OCC(CNC(O[C@H]1C[C@H](CC1)C1=CC(=NN1)NC(CC1=CC=C(C=C1)OC)=O)=O)CC